3-azabicyclo[3.1.1]Heptane-3-carboxylic acid isopropyl ester C(C)(C)OC(=O)N1CC2CC(C1)C2